CN1N=C(C=C1)C=1C=2N(C=CC1)C(=C(N2)CC(=O)O)NC2=CC=CC=C2 2-(8-(1-methyl-1H-pyrazol-3-yl)(phenylamino)imidazo[1,2-a]pyridin-2-yl)acetic acid